ClC1=C(C=C(N=N1)N(C=1SC(=C(N1)C(=O)OCC)N1CCC(CC1)OC1=CC=CC=C1)C)C ethyl 2-[(6-chloro-5-methylpyridazin-3-yl)(methyl)amino]-5-(4-phenoxypiperidin-1-yl)-1,3-thiazole-4-carboxylate